Racemic-N-(6-amino-5-cyclopropylpyridin-3-yl)-2-(2-(2-(2-(dimethylamino)ethyl)benzo[d]thiazol-5-yl)-5-methylpiperidin-1-yl)-2-oxoacetamide NC1=C(C=C(C=N1)NC(C(=O)N1C(CCC(C1)C)C=1C=CC2=C(N=C(S2)CCN(C)C)C1)=O)C1CC1